C(OC)(OCF)=O methyl (fluoromethyl) carbonate